4-(4-methoxy-3-nitrophenyl)thiophene-2-carboxylic acid COC1=C(C=C(C=C1)C=1C=C(SC1)C(=O)O)[N+](=O)[O-]